(S)-4-fluoro-6-(iodomethyl)-1-methyl-6,7-dihydro-5H-cyclopenta[c]pyridine FC=1C2=C(C(=NC1)C)C[C@@H](C2)CI